FC1=CC=C(C=C1)C(N1C[C@@H](N(C[C@H]1C)C=1C=2N=CN(C2N(C(N1)=O)C)C[C@H]1OCCC1)C)C1=CC=C(C=C1)F 6-((2S,5R)-4-(Bis(4-fluorophenyl)methyl)-2,5-dimethylpiperazin-1-yl)-3-methyl-9-(((S)-tetrahydrofuran-2-yl)methyl)-3,9-dihydro-2H-purin-2-one